BrC=1C=CC(=NC1)CP(OCC)(OCC)=O diethyl ((5-bromopyridin-2-yl)methyl)phosphonate